CC1=C(N=NC(=C1)C=1C=NC=CC1C(F)(F)F)NC1C[C@@H]2[C@@H](CN(C2)C(=O)OC(C)(C)C)C1 tert-butyl (3aR,5s,6aS)-5-((4-methyl-6-(4-(trifluoromethyl)pyridin-3-yl)pyridazin-3-yl)amino)hexahydrocyclopenta[c]pyrrole-2(1H)-carboxylate